3-((10-fluoro-7-azaspiro[4.5]decan-10-yl)methyl)-6-phenylpyrimidin-4(3H)-one FC1(CCNCC12CCCC2)CN2C=NC(=CC2=O)C2=CC=CC=C2